3-(5-methylthiazol-4-yl)-1H-inden-1-one CC1=C(N=CS1)C1=CC(C2=CC=CC=C12)=O